3,4-bis(oleoyloxy)-benzamide C(CCCCCCC\C=C/CCCCCCCC)(=O)OC=1C=C(C(=O)N)C=CC1OC(CCCCCCC\C=C/CCCCCCCC)=O